ClC1=C(C=CC=C1)C1=C(C(=CC=C1)COC1=NC=2CCN(CC2C=C1)CCO)F 2-(2-((2'-Chloro-2-fluoro-[1,1'-biphenyl]-3-yl)methoxy)-7,8-dihydro-1,6-naphthyridin-6(5H)-yl)ethan-1-ol